(1'R,2'R,4'S)-4-cyclopropyl-5'-methyl-2'-(prop-1-en-2-yl)-1',2',3',4'-tetrahydro-[1,1'-biphenyl]-2,4',6-triol C1(CC1)C=1C=C(C(=C(C1)O)[C@H]1[C@@H](C[C@@H](C(=C1)C)O)C(=C)C)O